(S)-3-(7-chloro-8-methoxy-2-(2-methoxyacetyl)-1-methyl-2,3-dihydro-1H-pyrrolo[3,4-c]quinolin-6-yl)propanoic acid ClC=1C(=CC=2C3=C(C=NC2C1CCC(=O)O)CN([C@H]3C)C(COC)=O)OC